4-iodo-1,3-dihydroisobenzofuran-5-amine IC1=C2COCC2=CC=C1N